(R)-4-[[4-[2-[(2,6-dimethylpyrimidin-4-yl)amino]pyrazolo[1,5-a]pyridin-5-yl]-6-methyl-3-pyridyl]oxymethyl]-1-methyl-pyrrolidin-2-one CC1=NC(=CC(=N1)NC1=NN2C(C=C(C=C2)C2=C(C=NC(=C2)C)OC[C@@H]2CC(N(C2)C)=O)=C1)C